(1S,2R)-2-(((S)-(4-cyclopropyl-3-fluorophenyl)(phenyl)methyl)carbamoyl)cyclopentane-1-carboxylic acid C1(CC1)C1=C(C=C(C=C1)[C@H](C1=CC=CC=C1)NC(=O)[C@H]1[C@H](CCC1)C(=O)O)F